N[C@@H](CCCCN)C(=O)O.C(C)(=O)N[C@@H](CS)C(=O)O N-acetylcysteine lysinate